1-(5-(2-fluorophenyl)-1H-pyrrol-3-yl)-N-methylmethylamine FC1=C(C=CC=C1)C1=CC(=CN1)CNC